ClC=1C(=NC(=NC1)NC1CCOCC1)C1=CC=C2CN(C(C2=C1)=O)C(C(=O)O)(C)C 2-(6-{5-chloro-2-[(oxan-4-yl)amino]pyrimidin-4-yl}-1-oxo-2,3-dihydro-1H-isoindol-2-yl)-2-methylpropanoic acid